2-[2-[3-[2-[[(6-bromo-2-pyridinyl)amino]methyl]-5-cyano-phenyl]propoxy]-4-(5,5-dimethyl-1,3,2-dioxaborolan-2-yl)-5-fluoro-phenyl]acetic acid ethyl ester C(C)OC(CC1=C(C=C(C(=C1)F)B1OC(CO1)(C)C)OCCCC1=C(C=CC(=C1)C#N)CNC1=NC(=CC=C1)Br)=O